2,2-difluoro-3-(4-(1-Boc-6-fluoro-1H-indol-3-yl)furan-2-yl)-3-oxopropanoic acid ethyl ester C(C)OC(C(C(=O)C=1OC=C(C1)C1=CN(C2=CC(=CC=C12)F)C(=O)OC(C)(C)C)(F)F)=O